ClC=1C2=C(N=CN1)N(C=C2C2(CC2)C)S(=O)(=O)C2=CC=CC=C2 4-chloro-5-(1-methylcyclopropyl)-7-(phenylsulfonyl)-7H-pyrrolo[2,3-d]pyrimidine